[Cl-].ClCC[N+](C1=CC=CC=C1)(C1=CC=CC=C1)C1=CC=CC=C1 2-chloroethyltriphenylammonium chloride